tert-butyl N-[5,6-dichloro-4-({5-[(3S)-3-{[(R)-2-methylpropane-2-sulfinyl]amino}-1,3-dihydrospiro[indene-2,4'-piperidin]-1'-yl]pyrazin-2-yl}sulfanyl)pyridin-2-yl]carbamate ClC=1C(=CC(=NC1Cl)NC(OC(C)(C)C)=O)SC1=NC=C(N=C1)N1CCC2(CC1)CC1=CC=CC=C1[C@H]2N[S@](=O)C(C)(C)C